FC(C=1C=C(C=CC1)[C@H]1CC2(CN(C2)C=O)CC1)(F)F ((R)-6-(3-(trifluoromethyl)phenyl)-2-azaspiro[3.4]octan-2-yl)methanon